diethyl 2-(1-(6,7-dimethoxyquinazolin-4-yl)azetidin-3-yl)ethylphosphonate COC=1C=C2C(=NC=NC2=CC1OC)N1CC(C1)CCP(OCC)(OCC)=O